(R)-5,6-dimethyl-9-((1-methylpyrrolidin-2-yl)methoxy)-6H-pyrido[4,3-b]carbazole CC1=C2C(=CC=3C=4C=C(C=CC4N(C13)C)OC[C@@H]1N(CCC1)C)C=NC=C2